C(#N)C=1C=CC(=C(C1)NS(=O)(=O)C=1C=C(C(=O)O)C=CC1OC)N1C[C@@H](CCC1)O (R)-3-(N-(5-cyano-2-(3-hydroxypiperidin-1-yl)phenyl)sulfamoyl)-4-methoxybenzoic acid